[rac-(1R)-1-methylpropyl] 1-[4-[[4-[[2-(6-methyl-2-pyridyl)pyrimidin-4-yl]amino]pyrimidin-2-yl]amino]phenyl]piperazine-2-carboxylate CC1=CC=CC(=N1)C1=NC=CC(=N1)NC1=NC(=NC=C1)NC1=CC=C(C=C1)N1C(CNCC1)C(=O)O[C@@H](CC)C |r|